COC=1C=CC2=C(N(C=N2)C)C1CC1=C(C(=O)N)C=CC(=N1)OC(F)(F)F ((6-methoxy-1-methyl-1H-benzimidazol-7-yl)methyl)-6-(trifluoro-methoxy)nicotinamide